C(=O)(OC(C)(C)C)C1N(CCCC1)C=O Boc-piperidinealdehyde